N,N-diethyl-4-aminoethyl-styrene C(C)N(CC)CCC1=CC=C(C=C)C=C1